20,23-Dihydroxyheptacosanoic acid OC(CCCCCCCCCCCCCCCCCCC(=O)O)CCC(CCCC)O